Cl.FC1=C2C=C(NC2=CC=C1OC1=NC=NC2=CC(=C(C=C12)OC)OCC1CC(C1)NC)C 3-(((4-((4-fluoro-2-methyl-1H-indol-5-yl)oxy)-6-methoxyquinazolin-7-yl)oxy)methyl)-N-methylcyclobutylamine hydrochloride